CC1=C2C=C(C(=O)N(C2=NC(=N1)N)C3CCC(CC3)OCCO)C4=CN=C(C=C4)OC 2-amino-8-((1r,4r)-4-(2-hydroxyethoxy)cyclohexyl)-6-(6-methoxypyridin-3-yl)-4-methylpyrido[2,3-d]pyrimidin-7(8H)-one